4-(6-chloroquinolin-2-yl)benzamide Methyl-1,3-benzoxazole-7-carboxylate COC(=O)C1=CC=CC=2N=COC21.ClC=2C=C1C=CC(=NC1=CC2)C2=CC=C(C(=O)N)C=C2